BrC1=CC2=C(N=C(O2)C(=O)O)C(=C1)F 6-bromo-4-fluoro-1,3-benzoxazole-2-carboxylic acid